1-{3-cyclopropyl-2-fluoro-5-[(2R)-2-methylmorpholin-4-yl]phenyl}-3-[(1-ethyl-1H-pyrazol-4-yl)methyl]pyridin-2(1H)-one C1(CC1)C=1C(=C(C=C(C1)N1C[C@H](OCC1)C)N1C(C(=CC=C1)CC=1C=NN(C1)CC)=O)F